FC1=CC(=C(C=C1F)NC(=O)NCC=1C=C2CN(C(C2=CC1)=O)C1C(NC(CC1)=O)=O)OC 1-(4,5-difluoro-2-methoxy-phenyl)-3-[[2-(2,6-dioxo-3-piperidyl)-1-oxo-isoindolin-5-yl]methyl]urea